2-(2-(1H-benzo[d]imidazol-2-yl)ethyl)-N4-(pyridin-4-ylmethyl)quinazoline-2,4-diamine N1C(=NC2=C1C=CC=C2)CCC2(NC1=CC=CC=C1C(=N2)NCC2=CC=NC=C2)N